NC1=NC=C(C2=C1C(=C(S2)C2=C(C=C(C=C2)NC(C(=C)C)=O)C)C2=CC(=C(C=C2)OC2=NC=CC(=N2)C)F)C=2N=C(N(C2)C)C N-(4-(4-amino-7-(1,2-dimethyl-1H-imidazol-4-yl)-3-(3-fluoro-4-((4-methylpyrimidin-2-yl)oxy)phenyl)thieno[3,2-c]pyridin-2-yl)-3-methylphenyl)methacrylamide